ClC=1C=C(C(=NO)N)C=CC1 3-chloro-N'-hydroxy-benzamidine